ClC=1C=C(C=CC1)C1(CC1)C=1NC(C=2CN(CCCC2N1)C(CC1=C(C=CC=C1)OC1=CC=CC=C1)=O)=O 2-(1-(3-chlorophenyl)cyclopropyl)-6-(2-(2-phenoxyphenyl)acetyl)-3,5,6,7,8,9-hexahydro-4H-pyrimido[5,4-c]azepin-4-one